2-(trifluoromethyl)piperazine-1-carboxylic acid tert-butyl ester C(C)(C)(C)OC(=O)N1C(CNCC1)C(F)(F)F